OCCN1CN(C2=CC=CC=C2C1=O)C1=CC=C(C=C1)C(F)(F)F 3-(2-hydroxyethyl)-1-(4-(trifluoromethyl)phenyl)-2,3-dihydroquinazolin-4(1H)-one